di(allyl)dichlorosilane C(C=C)[Si](Cl)(Cl)CC=C